2-hydroxy-1,4-butanediol OC(CO)CCO